COC(C[C@@H](C1=NC(=CC(=C1)C1=C(C(=CC=C1C)F)C)Cl)N)=O.BrN1C(CCC1=O)=O N-bromosuccinimide methyl-(S)-3-amino-3-(6-chloro-4-(3-fluoro-2,6-dimethylphenyl)pyridin-2-yl)propanoate